((3-((1S,3S)-3-hydroxy-3-(pyridin-2-yl)cyclobutane-1-carboxamido)-5-(trifluoromethyl)phenyl)carbamoyl)(3-(pyridin-2-ylmethyl)-1,2,3-oxadiazol-3-ium-5-yl)amide OC1(CC(C1)C(=O)NC=1C=C(C=C(C1)C(F)(F)F)NC(=O)[N-]C1=C[N+](=NO1)CC1=NC=CC=C1)C1=NC=CC=C1